OC1N(C=C(CN1C)C(\C=C\C1=CC=CC=C1)=O)C hydroxy-1,3-dimethyl-5-[(2E)-3-phenylprop-2-enoyl]-1,2,3,4-tetrahydropyrimidine